1,5-pentanedicarboxylic acid C(CCCCC(=O)O)C(=O)O